FCCN1C(=NC=2C1=NC(=CC2)C=2C=CN1N=C(N=CC12)NC=1C=NN(C1)C)C 5-(3-(2-fluoroethyl)-2-methyl-3H-imidazo[4,5-b]pyridin-5-yl)-N-(1-methyl-1H-pyrazol-4-yl)pyrrolo[2,1-f][1,2,4]triazin-2-amine